tert-Butyl 3-(4-(2-hydroxypropan-2-yl)-7-(thiazol-2-yl)benzo[d]oxazol-2-yl)-3,6-diazabicyclo[3.1.1]heptane-6-carboxylate OC(C)(C)C1=CC=C(C2=C1N=C(O2)N2CC1N(C(C2)C1)C(=O)OC(C)(C)C)C=1SC=CN1